BrC1=CC=C2C3(CC=4C(=NOC4C2=C1)N(S(=O)(=O)C=1C(=NC=CC1OC)OC)CC[Si](C)(C)C)CC3 N-{8'-bromo-4'H-spiro[cyclopropane-1,5'-naphtho[2,1-d][1,2]oxazol]-3'-yl}-2,4-dimethoxy-N-[2-(trimethylsilyl)ethyl]pyridine-3-sulfonamide